O=CCOCC(=O)N 2-oxoethoxy-acetamide